O=C(C(=O)N)CCC(C(=O)N)NC(=O)[C@H]1CNCCC1 2-oxo-5-((R)-piperidin-3-carboxamido)hexandiamid